N,N-bis-[(R)-1-phenylethyl]dibenzo[d,f][1,3,2]dioxaphosphepin-6-amine C1(=CC=CC=C1)[C@@H](C)N(P1OC2=C(C3=C(O1)C=CC=C3)C=CC=C2)[C@H](C)C2=CC=CC=C2